FP(=O)(C)OC(C(C)(C)C)C 3-(fluoro-methyl-phosphoryl)oxy-2,2-dimethyl-butane